pyrido[3,4-d]pyrimidin-2,8-diamine N1=C(N=CC2=C1C(=NC=C2)N)N